CC1=NOC(=C1)CCNC(CCC(=O)O)=O 4-((2-(3-methylisoxazol-5-yl)ethyl)amino)-4-oxobutanoic acid